ethyl 1-[[5-[5-(trifluoromethyl)-1,2,4-oxadiazol-3-yl]-2-thienyl]methyl]pyrazole-4-carboxylate FC(C1=NC(=NO1)C1=CC=C(S1)CN1N=CC(=C1)C(=O)OCC)(F)F